methanesulfonate sodium salt [Na+].CS(=O)(=O)[O-]